C1(CC1)NC(C1=C(C(=C(C(=C1)CC1=C(C(=CC=C1)NS(=O)(=O)CC)F)F)F)NC1=C(C=C(C=C1)I)F)=O N-Cyclopropyl-5-[[3-(ethylsulfonylamino)-2-fluorophenyl]methyl]-3,4-difluoro-2-(2-fluoro-4-iodoanilino)benzamide